C(#N)C=1C(=NC(=NC1)NC=1C=C2C=C(C(N(C2=CC1)C)=O)OCC(=O)NC)N1C[C@@H](C([C@@H](C1)C)(F)F)CCO 2-((6-((5-Cyano-4-((3S,5R)-4,4-difluoro-3-(2-hydroxyethyl)-5-methylpiperidin-1-yl)pyrimidin-2-yl)amino)-1-methyl-2-oxo-1,2-dihydroquinolin-3-yl)oxy)-N-methylacetamide